[N+](=O)([O-])C1=CC=C(C=C1)C=1OC(=CC1)C1=CC=CC=C1 2-(4-nitrophenyl)-5-phenylfuran